tetrapropylene glycol diacrylate C(C=C)(=O)OC(C)COC(C)COC(C)COC(C)COC(C=C)=O